FC(C=1C(=CNC(C1)=O)C(=O)NC=1C(=CC(=C(C1)C=1CCN(CCC1)C(=O)OC1(CCC1)C)F)N1C[C@H](N([C@H](C1)C)C)C)F (1-methylcyclobutyl) 4-[5-[[4-(difluoromethyl)-6-oxo-1H-pyridine-3-carbonyl]amino]-2-fluoro-4-[(3R-5S)-3,4,5-trimethylpiperazin-1-yl]phenyl]-2,3,6,7-tetrahydroazepine-1-carboxylate